methyl 2-[(5,6-diphenyl-1,2,4-triazin-3-yl)amino]propanoate C1(=CC=CC=C1)C=1N=C(N=NC1C1=CC=CC=C1)NC(C(=O)OC)C